4,4-Difluorocyclohexanon FC1(CCC(CC1)=O)F